BrC1=C(C=CC(=C1)I)C1=C(C=CC=C1)Br 2-bromo-1-(2-bromophenyl)-4-iodobenzene